BrCC1=NC=CN=C1 Bromomethylpyrazine